2-((3r,5r,7r)-adamantan-1-yl)-N-(4-(4-(3-(4-chloro-3-ethyl-1H-pyrrolo[2,3-b]pyridin-5-yl)phenyl)-3-oxopiperazin-1-yl)-4-oxobutyl)acetamide C12(CC3CC(CC(C1)C3)C2)CC(=O)NCCCC(=O)N2CC(N(CC2)C2=CC(=CC=C2)C=2C(=C3C(=NC2)NC=C3CC)Cl)=O